C(C)(C)(C1=CC=CC=C1)[IH+] cumyl-iodonium